5-bromo-2-(1-fluoroethyl)-7-(methylthio)-2,3-dihydro-[1,4]dioxino[2,3-c]pyridine BrC1=NC(=CC2=C1OCC(O2)C(C)F)SC